1-(2-{4-[(3-dimethylamino-propyl)-methyl-amino]-anilino}-pyrimidin-4-yl)-1H-indole-3-carboxamide CN(CCCN(C1=CC=C(NC2=NC=CC(=N2)N2C=C(C3=CC=CC=C23)C(=O)N)C=C1)C)C